rac-4-((5aR,6S,7S,8R,8aS)-3-chloro-7-((dimethylamino)methyl)-8,8a-dihydroxy-6-phenyl-6,7,8,8a-tetrahydro-5aH-cyclopenta[4,5]furo[3,2-b]pyridin-5a-yl)benzonitrile ClC=1C=C2C(=NC1)[C@]1([C@@](O2)([C@@H]([C@H]([C@H]1O)CN(C)C)C1=CC=CC=C1)C1=CC=C(C#N)C=C1)O |r|